COC(C(CC1=CC=CC=C1)N1C(C=C(C(=C1)OC)C1=C(C=CC(=C1)Cl)N1N=NC(=C1)Cl)=O)=O 2-(4-(5-Chloro-2-(4-chloro-1H-1,2,3-triazol-1-yl)phenyl)-5-methoxy-2-oxopyridine-1(2H)-yl)-3-phenylpropionic acid methyl ester